(cis)-3-(4-(((S)-5-(ethoxycarbonyl)-6-(3-fluoro-2-methylphenyl)-2-(thiazol-2-yl)-3,6-dihydropyrimidin-4-yl)methyl)-6-fluoropyrrolo[3,2-b]pyrrol-1(2H)-yl)-2,2-dimethylpropionic acid C(C)OC(=O)C1=C(NC(=N[C@H]1C1=C(C(=CC=C1)F)C)C=1SC=CN1)CN1C=C(C=2N(CCC21)CC(C(=O)O)(C)C)F